2-((1S,4S)-5-(tert-Butoxycarbonyl)-2,5-diazabicyclo[2.2.1]heptan-2-yl)-5-nitroisonicotinic acid C(C)(C)(C)OC(=O)N1[C@@H]2CN([C@H](C1)C2)C=2C=C(C(=O)O)C(=CN2)[N+](=O)[O-]